dibenzyl (5-((E)-(1-((1R,4R)-4-(cyanomethyl)cyclohexyl)-1,6-dihydroimidazo[4,5-d]pyrrolo[2,3-b]pyridin-2-yl)diazenyl)-2-hydroxybenzoyl)-D-glutamate C(#N)CC1CCC(CC1)N1C(=NC=2C1=C1C(=NC2)NC=C1)/N=N/C=1C=CC(=C(C(=O)N[C@H](CCC(=O)OCC2=CC=CC=C2)C(=O)OCC2=CC=CC=C2)C1)O